C(OCC)(OCC(=C)C)=O ethyl 2-methylpropan-2-enyl carbonate